C(C)(C)OC1=C(C=CC=C1)SC=1C=C2C(=CNC2=CC1)C=1CCN(CC1)CC 5-(2-isopropoxyphenyl)thio-3-(1-ethyl-1,2,3,6-tetrahydropyridin-4-yl)-1H-indole